(3-(((4-(2-((6-(isoxazol-4-yl)-1H-indazol-4-yl)oxy)ethoxy)butyl)amino)methyl)-5-(trifluoromethoxy)phenyl)methanol O1N=CC(=C1)C1=CC(=C2C=NNC2=C1)OCCOCCCCNCC=1C=C(C=C(C1)OC(F)(F)F)CO